C(C)(C)(C)C1=NN(C(=C1)NC(N(C)C1=CC=2OC(C(=CC2S1)C(=O)O)=O)=O)C 2-(3-(3-(tert-butyl)-1-methyl-1H-pyrazol-5-yl)-1-methylureido)-5-oxo-5H-thieno[3,2-b]pyran-6-carboxylic acid